CN(C(=O)COC(COC1=CC=C(C=C1)CCC(=O)N1CCC2(CN\C(\N2)=N/C(=O)C2=NC(=C(N=C2N)N)Cl)CC1)=O)C [4-(3-{2-[(E)-3,5-diamino-6-chloro-pyrazine-2-carbonylimino]-1,3,8-triaza-spiro[4.5]decan-8-yl}-3-oxo-propyl)-phenoxy]-acetic acid dimethylcarbamoylmethyl ester